tert-butyl (4-(5-(pyridin-2-yl)-4,5-dihydro-1H-pyrazol-3-yl)phenyl)carbamate N1=C(C=CC=C1)C1CC(=NN1)C1=CC=C(C=C1)NC(OC(C)(C)C)=O